C(C)(C)(C)OC(=O)N1C(=CC=C1)OB(O)O (1-(tert-butyloxycarbonyl)-1H-pyrrole-2-yl)boric acid